(3-(4-(tert-butyl)pyridin-2-yl)phenyl)-9H-carbazol-2-amine C(C)(C)(C)C1=CC(=NC=C1)C=1C=C(C=CC1)C1=C(C=CC=2C3=CC=CC=C3NC12)N